Cl.O[C@H]1[C@@H](CCCC1)NC=1N=NC(=C2C1COCC2)C2=C(C=C(C=C2)C(F)(F)F)O 2-(4-{[(1R,2R)-2-hydroxycyclohexyl]amino}-7,8-dihydro-5H-pyrano[3,4-d]pyridazin-1-yl)-5-(Trifluoromethyl)phenol monohydrochloride